N,N,N-trimethyl-N-sulfobutyl-ammonium hydrogen sulfate S(=O)(=O)(O)[O-].C[N+](CCCCS(=O)(=O)O)(C)C